COC=1C=C(C=CC(=O)O)C=C(C1OC)OC 3,4,5-trimethyloxycinnamic acid